(1-hydroxy-prop-2-yl)-8-(pyridin-3-yl)-6-(4-(trifluoromethoxy)phenyl)pyrido[3,4-d]pyrimidin-4(3H)-one OCC(C)C=1NC(C2=C(N1)C(=NC(=C2)C2=CC=C(C=C2)OC(F)(F)F)C=2C=NC=CC2)=O